BrC1=C(SC2=C1C=CC(=C2)OC)C2=CC=C(C=C2)F 3-bromo-2-(4-fluorophenyl)-6-methoxy-1-benzothiophene